FC1=C2C=CC(=CC2=CC(=C1N1S(NC(C1)=O)(=O)=O)O)C=1C=NN(C1)CC(=O)N1CCC(CC1)C1=CC=C2C(=NN(C2=C1)C)C1C(NC(CC1)=O)=O 3-[6-[1-[2-[4-[5-fluoro-7-hydroxy-6-(1,1,4-trioxo-1,2,5-thiadiazolidin-2-yl)-2-naphthyl]pyrazol-1-yl]acetyl]-4-piperidyl]-1-methyl-indazol-3-yl]piperidine-2,6-dione